FC(C=1C(=C(C=CC1)[C@@H](C)NC=1C2=C(N=CN1)N1C(C(=C2)C2CCN(CC2)C(C)=O)=NN=C1)F)F (R)-1-(4-(4-((1-(3-(difluoromethyl)-2-fluorophenyl)ethyl)amino)-[1,2,4]triazolo[4',3':1,6]pyrido[2,3-d]pyrimidin-6-yl)piperidin-1-yl)ethan-1-one